CN1C=C(C2=CC=C(C=C12)C)CCNS(=O)(=O)N1CC(OC(C1)C)C N-[2-(1,6-dimethyl-1H-indol-3-yl)ethyl]-2,6-dimethyl-4-morpholinesulfonamide